BrCC([C@H](CC1=CC=C(C=C1)[N+](=O)[O-])NC(OC(C)(C)C)=O)=O (S)-tert-butyl 4-bromo-1-(4-nitrophenyl)-3-oxobutan-2-ylcarbamate